(7-fluoro-1H-pyrrolo[3,2-c]pyridin-2-yl)methylamine FC=1C2=C(C=NC1)C=C(N2)CN